BrC1=CC=C(C=N1)C(CCS(=O)(=O)C)O 1-(6-bromopyridin-3-yl)-3-(methylsulfonyl)propan-1-ol